Cl.C(#N)C1=C(C=C(C=C1)N1CCC(CC1)C(=O)NC1=NC=C(C=C1)N1CCC2(CN(C2)CC2CCNCC2)CC1)C(F)(F)F 1-(4-cyano-3-(trifluoromethyl)phenyl)-N-(5-(2-(piperidin-4-ylmethyl)-2,7-diazaspiro[3.5]non-7-yl)pyridin-2-yl)piperidine-4-carboxamide hydrochloride